FC1=CC=C2C3(C(NC2=C1)=O)CCC3 6'-fluoro-1'H-spiro[cyclobutane-1,3'-indol]-2'-one